2-Nonylisocyanat CC(CCCCCCC)N=C=O